N,N'-bis(3-methylenehepta-4,6-dien-1-yl)octahydropyridoquinoline C=C(CCN1CCCC2CCC3C(=C12)C=CCN3CCC(C=CC=C)=C)C=CC=C